1,6-bis(2-bromo-4-chlorophenoxy)hexane BrC1=C(OCCCCCCOC2=C(C=C(C=C2)Cl)Br)C=CC(=C1)Cl